(αS)-6-methoxy-α-methyl-2-naphthaleneacetic acid 3-amino-propyl ester NCCCOC([C@H](C1=CC2=CC=C(C=C2C=C1)OC)C)=O